C(C1=CC=CC=C1)N(CCN(CCN)CC1=CC=CC=C1)CCN (dibenzyl)triethylenetetramine